P(O)(=O)(OP(=O)(O)OP(=O)(O)O)OC[C@@H]1[C@H]([C@H]([C@@H](O1)N1C=[N+](C=2C(=O)N=C(N)N(C12)C)C)O)O 3,7-dimethyl-guanosine triphosphate